N=C1N(C(N(C12CCN(CC2)C)C2=CC=C(C=C2)C)=S)C2=CC(=C(C#N)C=C2)C(F)(F)F 4-(4-imino-8-methyl-2-thioxo-1-(4-methylphenyl)-1,3,8-triazaspiro[4.5]decan-3-yl)-2-trifluoromethylbenzonitrile